CN1CC=2C=C(C=NC2CC1)NC=1N=CC=2CCNCC2C1 6-methyl-N-(5,6,7,8-tetrahydro-2,6-naphthyridin-3-yl)-5,6,7,8-tetrahydro-1,6-naphthyridin-3-amine